6-(6-CHLOROPYRIDIN-3-YLOXY)PYRIDIN-3-YLBORONIC ACID ClC1=CC=C(C=N1)OC1=CC=C(C=N1)B(O)O